3-(3-((dimethylamino)methyl)-4-hydroxy-1-phenethyl-piperidin-4-yl)benzamide CN(C)CC1CN(CCC1(O)C=1C=C(C(=O)N)C=CC1)CCC1=CC=CC=C1